CS(=O)(=O)N1CC(OCC1)CNC1=NC(=NC(=C1)N1CC2(CCC1)CCCCC2)C(F)(F)F N-((4-(methylsulfonyl)morpholin-2-yl)methyl)-6-(2-azaspiro[5.5]undecan-2-yl)-2-(trifluoromethyl)pyrimidin-4-amine